CN(C(C(F)(F)F)=O)[Si](C)(C)C N-methyl-trimethylsilyl-trifluoroacetamide